methyl 2-((tert-butoxycarbonyl)amino)-3-(2,5-dimethoxyphenyl)propanoate C(C)(C)(C)OC(=O)NC(C(=O)OC)CC1=C(C=CC(=C1)OC)OC